C(C)(C)(C)OC(N(C)C1CCC(CC1)N1N=C2C=C(C(=CC2=C1)C(NC=1C=NN2C1N=CC=C2)=O)OC)=O 4-(6-methoxy-5-(pyrazolo[1,5-a]pyrimidin-3-ylcarbamoyl)-2H-indazol-2-yl)cyclohexyl-(methyl)carbamic acid tert-butyl ester